1-(4-(6-chloro-5-(2-methylpyridin-4-yl)-1H-indol-2-yl)pyridin-2-yl)-6-oxa-1-azaspiro[3.3]heptane ClC1=C(C=C2C=C(NC2=C1)C1=CC(=NC=C1)N1CCC12COC2)C2=CC(=NC=C2)C